C(C1=CC=CC=C1)OC1=C(C=O)C(=CC(=C1)OCC1=CC=CC=C1)F 2,4-Bis(benzyloxy)-6-fluorobenzaldehyde